CN1CC(CC1)C(=O)O 1-Methylpyrrolidine-3-carboxylic acid